PHENYLPROPIONAMIDE C1(=CC=CC=C1)C(C(=O)N)C